C(C)(C)N[C@H]1[C@@H](CCCC1)OC=1C=C2CN(C(C2=CC1)=O)C1C(NC(CC1)=O)=O 3-(5-(((1R,2R)-2-(isopropylamino)cyclohexyl)oxy)-1-oxoisoindolin-2-yl)piperidine-2,6-dione